(S)-(4-(5-fluorobenzo[d]oxazol-2-yl)-6,7-dihydro-1H-imidazo[4,5-c]pyridin-5(4H)-yl)(6-(pyridin-2-yl)pyrazolo[1,5-a]pyridin-3-yl)methanone FC=1C=CC2=C(N=C(O2)[C@H]2N(CCC3=C2N=CN3)C(=O)C=3C=NN2C3C=CC(=C2)C2=NC=CC=C2)C1